NC=1CCC([C@@](N1)(CF)C=1C=C(C=C(C1F)F)NC(=O)C1=NC=C(C=C1)OC([2H])([2H])[2H])(F)F (S)-N-(3-(6-amino-3,3-difluoro-2-(fluoromethyl)-2,3,4,5-tetrahydropyridin-2-yl)-4,5-difluorophenyl)-5-(methoxy-d3)pyridineamide